(S or R)-((3-(2-(5-fluorothiophen-2-yl)ethyl)-1-(2-(6-methylpyridin-3-yl)propan-2-yl)pyrrolidin-3-yl)methyl)sulfamoyl-amine FC1=CC=C(S1)CC[C@]1(CN(CC1)C(C)(C)C=1C=NC(=CC1)C)CNS(=O)(=O)N |o1:8|